FC1=C(C(=O)Cl)C=CC=C1N(C(C1=CC(=C(C=C1)C#N)C)=O)CC1CC1 2-fluoro-3-[N-(cyclopropylmethyl)-3-methyl-4-cyanobenzamido]benzoyl chloride